(2R,3R,3aS,6S,6aR)-6-((2-amino-3-fluoroquinolin-7-yl)methyl)-2-(4-amino-7H-pyrrolo[2,3-d]pyrimidin-7-yl)hexahydro-3aH-cyclopenta[b]furan-3,3a-diol NC1=NC2=CC(=CC=C2C=C1F)C[C@@H]1CC[C@]2([C@@H]1O[C@H]([C@@H]2O)N2C=CC1=C2N=CN=C1N)O